(2-butyl-1-oxo-1,2-dihydro-2,7-naphthyridin-4-yl)-2-fluorobenzaldehyde C(CCC)N1C(C2=CN=CC=C2C(=C1)C=1C(=C(C=O)C=CC1)F)=O